CC(=CC=CC(C)=O)CCC=C(C)C 6,10-dimethylundec-3,5,9-trien-2-one